N(N)C(=O)C=1C=CC(=NC1)CN(S(=O)(=O)C1CCN(CC1)S(=O)(=O)C)C1=CC=CC=C1 N-((5-(hydrazinecarbonyl)pyridin-2-yl)methyl)-1-(methylsulfonyl)-N-phenylpiperidine-4-sulfonamide